C(C)(C)C1=C(OC2=C(C=CC=C2)NC(=O)C=2C(=NN(C2)C)C(F)(F)F)C=C(C=C1)C N-(2-(2-isopropyl-5-methylphenoxy)phenyl)-1-methyl-3-trifluoromethyl-1H-pyrazole-4-carboxamide